CC[C@@H]([C@H]([C@H]([C@@H](C=O)O)O)O)O 6-methyl-fucose